FC=1C=C(C=CC1)CNC(=O)C=1C(N(C2=CC(=CC=C2C1C)C(F)(F)F)CCC(C)C)=O N-[(3-Fluorophenyl)-methyl]-4-methyl-1-(3-methyl-butyl)-2-oxo-7-(trifluoromethyl)-1H-quinoline-3-carboxylic acid amide